N1(CCCCC1)C1CCN(CC1)C1=C(C=C(C=N1)C1=CC=2C3=C(C=NC2C=C1)N(C(C31CCC1)=O)C)N=[SH+](C)C 8'-(6-{[1,4'-Bipiperidine]-1'-yl}-5-[(dimethylsulfanio-yl)amino]pyridin-3-yl)-3'-methyl-2',3'-dihydrospiro[cyclobutane-1,1'-pyrrolo[2,3-c]quinoline]-2'-one